CN([C@@H]1CN(CC1)C(=O)C1=NN(C(=C1)C1=CC=C(C#N)C=C1)C1=CC=C(C=C1)C)C (S)-4-(3-(3-(dimethylamino)pyrrolidine-1-carbonyl)-1-(p-tolyl)-1H-pyrazol-5-yl)benzonitrile